O1CCC2=C1C=CC(=C2)C=2N=C1N(C=CC=N1)C2C2=CC(=NC=C2)NC 4-(2-(2,3-Dihydro-benzofuran-5-yl)imidazo[1,2-a]pyrimidin-3-yl)-N-methylpyridin-2-amine